ClC=1C=CC=C2C=CC=C(C12)C1=C(C=2N=C(N=C(C2C=N1)N1C[C@@H](N(CC1)C(=O)OC(C)(C)C)CC#N)OCC1(CC1)CN1CCCC1)F tert-butyl (S)-4-(7-(8-chloronaphthalen-1-yl)-8-fluoro-2-((1-(pyrrolidin-1-ylmethyl)cyclopropyl)methoxy)pyridino[4,3-d]pyrimidin-4-yl)-2-(cyanomethyl)piperazine-1-carboxylate